(8-amino-5-(5-methoxybenzo[d]oxazol-2-yl)-2,7-naphthyridin-3-yl)cyclopropanecarboxamide NC=1N=CC(=C2C=C(N=CC12)C1(CC1)C(=O)N)C=1OC2=C(N1)C=C(C=C2)OC